2-((benzyloxy)carbonyl)-N6-((2R,3S,4R,5R)-2,3,4,5,6-pentahydroxyhexanoyl)-L-lysylglycine C(C1=CC=CC=C1)OC(=O)[C@](N)(CCCCNC([C@@H]([C@H]([C@@H]([C@@H](CO)O)O)O)O)=O)C(=O)NCC(=O)O